CN1C2=C(N(C3=C(C1=O)C=CC=C3)C)N=C(N=C2)NC2=C(C=C(C=C2)N2CCN(CC2)CC(=O)O)OC 2-(4-(4-((5,11-dimethyl-6-oxo-6,11-dihydro-5H-benzo[e]pyrimido[5,4-b][1,4]diazepin-2-yl)amino)-3-methoxyphenyl)piperazin-1-yl)acetic acid